8-[(12aR)-10-Chloro-8-fluoro-2-(prop-2-enoyl)-1,2,3,4,12,12a-hexahydro-6H-pyrazino[2,1-c][1,4]benzoxazepin-9-yl]-7-methylisoquinolin-1(2H)-one ClC1=C(C(=CC=2CN3[C@@H](COC21)CN(CC3)C(C=C)=O)F)C=3C(=CC=C2C=CNC(C32)=O)C